(S)-[2-(3,3-difluoro-pyrrolidin-1-yl)-pyridin-4-yl]-(1,3-dimethyl-azetidin-3-yl)-(4-isopropyl-phenyl)-methanol FC1(CN(CC1)C1=NC=CC(=C1)[C@@](O)(C1=CC=C(C=C1)C(C)C)C1(CN(C1)C)C)F